C(C=C)C1=C(C=CC(=C1)F)N1CN(C(C2=CC(=CC=C12)C(F)(F)F)=O)C=1C(=NC(=CC1)OC)C=C 1-(2-allyl-4-fluorophenyl)-3-(6-methoxy-2-vinylpyridin-3-yl)-6-(trifluoromethyl)-2,3-dihydroquinazolin-4(1H)-one